(S)-3-amino-4-(3-pyridinyl)-butyric acid N[C@H](CC(=O)O)CC=1C=NC=CC1